C(CCCCCC)C(C(=O)OCC(OC(C(CCCCCCCCC)CCCCCCC)=O)CO)CCCCCCCCC glycerol di(2-heptyl undecanoate)